2-bromo-N-(4-(dimethylamino)benzyl)-N-(4-methoxybenzyl)acetamide BrCC(=O)N(CC1=CC=C(C=C1)OC)CC1=CC=C(C=C1)N(C)C